C1=C(C=CC2=CC3=CC(=CC=C3C=C12)N)N 2,6-anthracenediamine